4-(4-amino-5-(3-fluoro-4-((4-methylpyrimidin-2-yl)oxy)phenyl)-7-methyl-5H-pyrrolo[3,2-d]pyrimidin-6-yl)phenyl-methacrylamide NC=1C2=C(N=CN1)C(=C(N2C2=CC(=C(C=C2)OC2=NC=CC(=N2)C)F)C2=CC=C(C=C2)C=C(C(=O)N)C)C